C1(=CC=C(C=C1)NC=1N=C2C(=NC1OC)NC(=N2)C(F)(F)F)C2=CC=CC=C2 N-([1,1'-BIPHENYL]-4-YL)-6-METHOXY-2-(TRIFLUOROMETHYL)-1H-IMIDAZO[4,5-B]PYRAZIN-5-AMINE